C(C)C1=C(NC2=CC=C(C=C12)C1CCNCC1)C1=CC=2N(C=C1)C=CN2 7-(3-ethyl-5-(piperidin-4-yl)-1H-indol-2-yl)imidazo[1,2-a]pyridine